({4-[2-(4-cyclopropylpiperazinyl)-2-oxoethyl]phenyl}amino)-N-[(4-methoxyphenyl)methyl]carboxamide C1(CC1)N1CCN(CC1)C(CC1=CC=C(C=C1)NC(=O)NCC1=CC=C(C=C1)OC)=O